bis-(1-hydroxyethyl) ditelluride OC(C)[Te][Te]C(C)O